N1C(C2=C3C(C=CC=C13)=CC=C2)=O 1H-benzo[cd]indol-2-one